tert-butyl (1-(3-(4-(4-(2,4-dioxotetrahydropyrimidin-1(2H)-yl)-3-methoxyphenyl)piperazin-1-yl) propanoyl)piperidin-4-yl)carbamate O=C1N(CCC(N1)=O)C1=C(C=C(C=C1)N1CCN(CC1)CCC(=O)N1CCC(CC1)NC(OC(C)(C)C)=O)OC